CNC=1N=CC=C2C=C(N=CC12)NC(=O)C1CC1 N-(8-(methylamino)-2,7-naphthyridin-3-yl)cyclopropanecarboxamide